OCCN(S(=O)(=O)C1=CC=C(C=C1)COC1=COC(=CC1=O)CN1CC2=CC=CC=C2C1)C N-(2-hydroxyethyl)-4-(((6-(isoindolin-2-ylmethyl)-4-oxo-4H-pyran-3-yl)oxy)methyl)-N-methylbenzenesulfonamide